Tert-Butyl 2-{[(4-cyanopyridin-3-yl)oxy]methyl}-2-methylazetidine-1-carboxylate C(#N)C1=C(C=NC=C1)OCC1(N(CC1)C(=O)OC(C)(C)C)C